3-((5-Fluoro-6-(piperidin-4-yl)pyridin-3-yl)amino)piperidine-2,6-dione FC=1C=C(C=NC1C1CCNCC1)NC1C(NC(CC1)=O)=O